C(C)(C)(C)C=1C=C(C=CC1O)C(C)(C1=CC=CC=C1)C1=CC(=C(C=C1)O)C(C)(C)C 1,1-bis(3-tert-butyl-4-hydroxyphenyl)-1-phenylethane